C(C)(C)(C)C1=CC=C(C=C1O)C 2-tertiary butyl-5-cresol